C1(CCC1)N1N=CC(=C1)C1=CC=CC(=N1)C(=O)NC1=CC(=NC=C1C)N1C[C@@H](O[C@@H](C1)C)C 6-(1-cyclobutyl-1H-pyrazol-4-yl)-N-(2-((2S,6R)-2,6-dimethylmorpholino)-5-methylpyridin-4-yl)picolinamide